3-[3-(difluoromethyl)-4-iodophenoxy]-1-(oxan-4-yl)-4H,5H,6H,7H-pyrazolo[4,3-c]pyridine FC(C=1C=C(OC2=NN(C3=C2CNCC3)C3CCOCC3)C=CC1I)F